C(C)OC(CC(=O)OCC)=O 1,3-diethoxy-1,3-dioxopropane